C(\C=C\C(=O)O)(=O)O.N1=CN=C2NC=NC2=C1N[C@@H](CC)C=1OC2=CC=CC=C2C(C1C1=CC(=CC=C1)F)=O (S)-2-(1-(9H-purin-6-ylamino)propyl)-3-(3-fluorophenyl)-4H-chromen-4-one fumarate